5-chloro-2-(isopropylamino)pyridin ClC=1C=CC(=NC1)NC(C)C